N1=CC=CC2=CC=C3C(=C12)C(=CC=C3)O.[Be] beryllium (benzoquinolin-10-ol)